OCC1(NCCNC1)C 2-(hydroxymethyl)-2-methylpiperazine